FC1=CC=C(CSC2=NC=3C(N(C=CC3)C(C(=O)NC3=C(C=CC(=C3)NC3COC3)C)CC)=N2)C=C1 2-(2-((4-fluorobenzyl)thio)-4H-imidazo[4,5-b]pyridin-4-yl)-N-(2-methyl-5-(oxetan-3-ylamino)phenyl)butanamide